[C@@H]1([C@@H](O)[C@H](O)[C@H](O)[C@@H](O1)C)OCCC(CC(=O)N)(CC(=O)N)CCO[C@H]1[C@@H](O)[C@H](O)[C@H](O)[C@@H](O1)C bis{2-[(α-L-fucopyranosyl)oxy]ethyl}pentanediamide